CN(C1=NC=2N(C3=C(C=CC=C13)C)C=NN2)C2=CC=CC=C2 N,9-dimethyl-N-phenyl-[1,2,4]triazolo[4,3-a]quinazolin-5-amine